1,3-diallyl-4-nitro-1,3-dihydro-2,1-benzothiazole C(C=C)N1SC(C2=C1C=CC=C2[N+](=O)[O-])CC=C